(2-{[1-(3-Chloropyridin-2-yl)ethyl]amino}-1,3-thiazol-5-yl)[(3R)-3-methyl[1,4'-bipiperidine]-1'-yl]methanone ClC=1C(=NC=CC1)C(C)NC=1SC(=CN1)C(=O)N1CCC(CC1)N1C[C@@H](CCC1)C